BrC1=CC(N(C=C1OC)C(C(=O)OC(C)(C)C)CC)=O tert-Butyl 2-(4-bromo-5-methoxy-2-oxopyridin-1(2H)-yl)butanoate